S1C=C(C=2C1=NC=CC2)N thieno[2,3-b]Pyridin-3-amine